FC=1C(=C(O[C@@H]2CNCC2)C=CC1)[N+](=O)[O-] (3S)-3-(3-fluoro-2-nitrophenoxy)pyrrolidine